CC1=C(C=C(C(=C1)OC1=CC(=CC=C1)SC(C(F)(F)F)(F)F)C)N=CN(C)CC N'-(2,5-dimethyl-4-{3-[(pentafluoro-ethyl)sulfanyl]phenoxy}phenyl)-N-ethyl-N-methylimidoformamide